S=C1C2=C(N=CN1)C=CC=N2 4-sulfanylidene-3,4-dihydropyrido[3,2-d]pyrimidin